ClC1=CC(=C(NC(C)C=2C=C(C=C3C(C(=C(OC23)N2CCC(CC2)(C)C)C)=O)C)C=C1)B1OC(C(O1)(C)C)(C)C 8-[1-[4-chloro-2-(4,4,5,5-tetramethyl-1,3,2-dioxaborolan-2-yl)anilino]ethyl]-2-(4,4-dimethyl-1-piperidyl)-3,6-dimethyl-chromen-4-one